(R)-1-(4-(aminomethyl)-1-oxo-1,2-dihydrophthalazin-6-yl)-N-((5-phenylpyridin-2-yl)methyl)-N-(5,6,7,8-tetrahydroquinolin-8-yl)cyclopropane-1-carboxamide NCC1=NNC(C2=CC=C(C=C12)C1(CC1)C(=O)N([C@@H]1CCCC=2C=CC=NC12)CC1=NC=C(C=C1)C1=CC=CC=C1)=O